6-fluoro-5-((5-(3-(4-isopropylpyrimidin-2-yl)cyclopentyl)-1H-pyrazol-3-yl)amino)-2,3-dihydrobenzo[d]isothiazole 1,1-dioxide FC1=CC2=C(CNS2(=O)=O)C=C1NC1=NNC(=C1)C1CC(CC1)C1=NC=CC(=N1)C(C)C